methyl (E)-2-amino-1-(4-((tert-butoxycarbonyl)amino)but-2-en-1-yl)-7-methoxy-1H-benzo[d]imidazole-5-carboxylate hydrobromide Br.NC1=NC2=C(N1C\C=C\CNC(=O)OC(C)(C)C)C(=CC(=C2)C(=O)OC)OC